isopropyl-antimony tert-butyl-4-[3-bromo-4-(methoxycarbonyl)phenyl]piperazine-1-carboxylate C(C)(C)(C)OC(=O)N1CCN(CC1)C1=CC(=C(C=C1)C(=O)OC)Br.C(C)(C)[Sb]